3,5-difluoro-4-[[5-(5-morpholinyl-3-pyridinyl)-1,3,4-thiadiazol-2-yl]methyl]benzohydroxamic acid FC=1C=C(C(=O)NO)C=C(C1CC=1SC(=NN1)C=1C=NC=C(C1)N1CCOCC1)F